tert-butyl (2R,3S)-2-(1-(((benzyloxy)carbonyl)amino)ethyl)-3-((tert-butyldiphenylsilyl)oxy)pyrrolidine-1-carboxylate C(C1=CC=CC=C1)OC(=O)NC(C)[C@H]1N(CC[C@@H]1O[Si](C1=CC=CC=C1)(C1=CC=CC=C1)C(C)(C)C)C(=O)OC(C)(C)C